1,4-Dihydropyrrolo[3,2-b]Pyrrole N1C2=C(C=C1)NC=C2